tert-butyl (2S)-2-(benzyloxycarbonylamino)-4-[3,5-difluoro-4-(trifluoromethyl)phenyl]butanoate C(C1=CC=CC=C1)OC(=O)N[C@H](C(=O)OC(C)(C)C)CCC1=CC(=C(C(=C1)F)C(F)(F)F)F